NC1=C2C(=NC=N1)N(N=C2C=2NC1=CC=C(C=C1C2)O)CCCCNC(OC(C)(C)C)=O tert-butyl (4-(4-amino-3-(5-hydroxy-1H-indol-2-yl)-1H-pyrazolo[3,4-d]pyrimidin-1-yl)butyl)carbamate